4-[[5-(5-ethyl-1,3,4-oxadiazol-2-yl)-4-[[(1S)-2-hydroxy-1-phenyl-ethyl]amino]pyrimidin-2-yl]amino]-2-methyl-benzamide C(C)C1=NN=C(O1)C=1C(=NC(=NC1)NC1=CC(=C(C(=O)N)C=C1)C)N[C@H](CO)C1=CC=CC=C1